C(#N)C[C@@H](CC(=O)NC=1SC(=C(N1)C)C(=O)OC(C)(C)C)NC(=O)C1=CC(=CC=C1)C=1C=NN(C1)C tert-Butyl 2-[(3S)-4-cyano-3-{[3-(1-methyl-1H-pyrazol-4-yl)phenyl]formamido}butanamido]-4-methyl-1,3-thiazole-5-carboxylate